CC1=CC=C(C=C1)C1CC(N(O1)C)(C)C=1C=NC=CC1 3-[5-(4-methyl-phenyl)-2,3-dimethyl-isoxazolidin-3-yl]-pyridine